benzyl 4-{8-ethyl-4-[(4-methoxybenzyl)amino]pyrazolo[1,5-a][1,3,5]triazin-2-yl}piperazine-1-carboxylate C(C)C=1C=NN2C1N=C(N=C2NCC2=CC=C(C=C2)OC)N2CCN(CC2)C(=O)OCC2=CC=CC=C2